E-5-hydroxy-3-methyl-3,4-dihydroisoquinoline-2(1H)-carboxylic acid tert-butyl ester C(C)(C)(C)OC(=O)N1CC2=CC=CC(=C2CC1C)O